(7S,11S)-7,15,17-trihydroxy-11-methyl-12-oxabicyclo[12.4.0]-octadeca-1(14),15,17-trien-13-one O[C@H]1CCCCCC=2C=C(C=C(C2C(O[C@H](CCC1)C)=O)O)O